5-(4-((3-ethyl-6-fluoro-2,4-dioxo-1,2,3,4-tetrahydroquinazolin-7-yl)methyl)piperazin-1-yl)-6-fluoro-N-methylpicolinamide C(C)N1C(NC2=CC(=C(C=C2C1=O)F)CN1CCN(CC1)C=1C=CC(=NC1F)C(=O)NC)=O